ClC(CC(=O)O)C(CCCCCCCCC)Cl 3,4-dichlorotridecanoic acid